tert-butyl (R)-2-(3-bromo-5-chlorophenyl)piperazine-1-carboxylate BrC=1C=C(C=C(C1)Cl)[C@H]1N(CCNC1)C(=O)OC(C)(C)C